((2,2-difluoroethyl)amino)-4-(4-methoxybenzyl)-6-(1-((trifluoromethyl)sulfonyl)-5,6,8,9-tetrahydro-1H-oxazepino[4',5':4,5]benzo[1,2-d]imidazol-2-yl)thieno[3,2-b]pyridin-5(4H)-one FC(CNC1=CC=2N(C(C(=CC2S1)C1=NC2=C(N1S(=O)(=O)C(F)(F)F)C=C1C(=C2)CNOCC1)=O)CC1=CC=C(C=C1)OC)F